(2R)-N-((S or R)-(3-chloro-2,4-difluoro-phenyl)(6-cyclopropylpyridin-3-yl)methyl)-2-methyl-3-oxopiperazine-1-carboxamide ClC=1C(=C(C=CC1F)[C@@H](NC(=O)N1[C@@H](C(NCC1)=O)C)C=1C=NC(=CC1)C1CC1)F |o1:8|